FC(S(=O)(=O)[O-])(F)F.C1(CCCCC1)[S+](C1C(CCCC1)=O)C cyclohexyl-methyl-(2-oxocyclohexyl)sulfonium trifluoromethanesulfonate